ClC1=CC(=C(C=C1)N1N=NC(=C1CN1N=CC(=CC1=O)N1CCC(CC1)N1C(=NC=C1)C)C)F 2-[[3-(4-chloro-2-fluoro-phenyl)-5-methyl-triazol-4-yl]methyl]-5-[4-(2-methylimidazol-1-yl)-1-piperidinyl]pyridazin-3-one